[Si](C)(C)(C(C)(C)C)OC=1C=C2CC[C@@H]([C@@H](C2=CC1)C1=CC=C(C=C1)O)C1=CC=CC=C1 4-((1R,2S)-6-((tert-butyldimethylsilyl)oxy)-2-phenyl-1,2,3,4-tetrahydronaphthalen-1-yl)phenol